N-(8-fluoro-2-methyl-3-quinolyl)-2-[(3-fluorophenyl)methyl]-2,4-dimethyl-pentan-amide FC=1C=CC=C2C=C(C(=NC12)C)NC(C(CC(C)C)(C)CC1=CC(=CC=C1)F)=O